C(N)(OCC(=O)O)=O carboxymethyl carbamate